FC=1C(=NC(=NC1)NC1CC(N(CC1)C(=O)OC(C)(C)C)C)C1=C(N=C(S1)CO)C(F)(F)F tert-butyl 4-((5-fluoro-4-(2-(hydroxymethyl)-4-(trifluoromethyl) thiazol-5-yl) pyrimidin-2-yl) amino)-2-methylpiperidine-1-carboxylate